ClC=1C(=NC(=CN1)Br)C#N 3-chloro-6-bromopyrazine-2-carbonitrile